FC1(C(C1)CNC1=NC=CC(=C1)CN1C(N(C(C1(C)C)=O)C1=CC=C2C3(CN(C2=C1)S(=O)(=O)C)CCC3)=O)F 1-((2-(((2,2-difluorocyclopropyl)methyl)amino)pyridin-4-yl)methyl)-5,5-dimethyl-3-(1'-(methylsulfonyl)spiro[cyclobutane-1,3'-indolin]-6'-yl)imidazolidine-2,4-dione